rac-(R,Z)-2-(1-hydroxycyclooct-4-en-1-yl)ethyl (4-nitrophenyl) carbonate C(OCC[C@@]1(CC\C=C/CCC1)O)(OC1=CC=C(C=C1)[N+](=O)[O-])=O |r|